Br\C=C/C([C@H]([C@H]([C@@H](C=O)O)O)O)O (Z)-5-(2-bromo-vinyl)arabinose